N'-[ethylenedi(oxymethylene)]di(acrylamide) C(COCC=CC(=O)N)OCC=CC(=O)N